C1(CC1)C1=NC(=CC(=C1)C1=C(C=C(C#N)C=C1)C1=NN=CN1C)N1C(C2=CC(=CC(=C2C1)F)CN[C@@H](COC)C)=O 4-{2-Cyclopropyl-6-[4-fluoro-6-({[(2R)-1-methoxypropan-2-yl]amino}methyl)-1-oxo-3H-isoindol-2-yl]pyridin-4-yl}-3-(4-methyl-1,2,4-triazol-3-yl)benzonitrile